2-(3,5-difluoropyridin-2-yl)aniline FC=1C(=NC=C(C1)F)C1=C(N)C=CC=C1